C(\C=C(/C)\CCC[C@H](C)CCC[C@H](C)CCCC(C)C)(=O)OC[C@@H](OC(\C=C(/C)\CCC[C@H](C)CCC[C@H](C)CCCC(C)C)=O)COP(=O)(O)OCCN 1,2-di-phytoyl-sn-glycero-3-phosphoethanolamine